C(CCCCCCCCCCCCCCCCC)N(C(=S)SSC(=S)N(C(C)C)CCCCCCCCCCCCCCCCCC)C(C)C N,N'-dioctadecyl-N,N'-diisopropylthiuram disulfide